(5R)-5-[4-[2-[3-(Chloromethyl)azetidin-1-yl]ethoxy]phenyl]-8-(trifluoromethyl)-5H-chromeno[4,3-c]quinolin-2-ol ClCC1CN(C1)CCOC1=CC=C(C=C1)[C@H]1OC=2C=C(C=CC2C=2C=NC=3C=C(C=CC3C21)O)C(F)(F)F